(cis-1-(hydroxymethyl)-3-methyl-6-azabicyclo[3.1.1]heptan-6-yl)-(2-pyridyl)methanone OCC12CC(CC(N1C(=O)C1=NC=CC=C1)C2)C